2-(cyclobutylsulfonyl)pyrimidine C1(CCC1)S(=O)(=O)C1=NC=CC=N1